O=C1NC(CCC1N1C(C2=CC=CC(=C2C1)CN1CCN(CC1)C(=O)OC(C)(C)C)=O)=O tert-butyl 4-[[2-(2,6-dioxo-3-piperidyl)-1-oxo-isoindolin-4-yl]methyl]piperazine-1-carboxylate